methyl (S)-3-(8-bromo-6-(2-fluorophenyl)-1-((3-(dimethylamino)propyl)thio)-4H-benzo[f][1,2,4]triazolo[4,3-a][1,4]diazepin-4-yl)propionate BrC=1C=CC2=C(C(=N[C@H](C=3N2C(=NN3)SCCCN(C)C)CCC(=O)OC)C3=C(C=CC=C3)F)C1